CC(C(C(=O)O)=O)(CC(=O)O)C.COC(C(CCC(=O)OC)=O)=O dimethyl-alpha-ketoglutarate (dimethyl alpha-ketoglutarate)